n-pentacosyl-butanediamine C(CCCCCCCCCCCCCCCCCCCCCCCC)C(CCC)(N)N